2-(azetidin-1-ylmethyl)butanoic acid N1(CCC1)CC(C(=O)O)CC